C(C=C)(=O)OC(CC)COC(C=C)=O 3,4-butanediol diacrylate